O-allyl-N-(tert-butoxycarbonyl)-L-homoserine C(C=C)OCC[C@H](NC(=O)OC(C)(C)C)C(=O)O